5-Amino-3-[6-[2-[[3-(2-chlorophenyl)isoxazol-5-yl]amino]-2-oxo-ethyl]-3-pyridyl]-1-isopropyl-pyrazole-4-carboxamide NC1=C(C(=NN1C(C)C)C=1C=NC(=CC1)CC(=O)NC1=CC(=NO1)C1=C(C=CC=C1)Cl)C(=O)N